tert-butyl (S)-3-(2,3-dichloro-6-fluorophenyl)-3-((2,4,4-trimethyl-1-oxo-1,2,3,4-tetrahydroisoquinolin-7-yl)amino)pyrrolidine-1-carboxylate ClC1=C(C(=CC=C1Cl)F)[C@@]1(CN(CC1)C(=O)OC(C)(C)C)NC1=CC=C2C(CN(C(C2=C1)=O)C)(C)C